C(C)NS(=O)(=O)C=1C=C2C(=NC1)N(C(C2(F)F)=O)C N-ethyl-3,3-difluoro-1-methyl-2-oxo-2,3-dihydro-1H-pyrrolo[2,3-b]pyridine-5-sulfonamide